N-(6-fluoro-3-pyridyl)-3-nitro-6-phenyl-pyridin-2-amine FC1=CC=C(C=N1)NC1=NC(=CC=C1[N+](=O)[O-])C1=CC=CC=C1